C(C)(=O)SC[13C]#N acetylmercaptoacetonitrile-13C